C(CCCC)OC([C@@H](NP(=O)(OC1=CC=CC=C1)OC1=C(C(=C(C(=C1F)F)F)F)F)C)=O ((perfluorophenoxy)(phenoxy)phosphoryl)-L-alanine pentyl ester